BrC=1C=C(C=C2C(=NN(C12)C)C)OC 7-bromo-5-methoxy-1,3-dimethyl-1H-indazole